2-{3-[(3S)-3-tert-butylpiperazin-1-yl]-1,2,4-triazin-6-yl}-5-(1-methyl-1H-pyrazol-4-yl)phenol dihydrochloride Cl.Cl.C(C)(C)(C)[C@H]1CN(CCN1)C=1N=NC(=CN1)C1=C(C=C(C=C1)C=1C=NN(C1)C)O